(2,4,6-trichlorophenyl)pyrazole-4-carboxamide ClC1=C(C(=CC(=C1)Cl)Cl)C1=NNC=C1C(=O)N